C1(CC1)N1N=CC(=C1)C1=CN=C2N1N=C(C=C2NCC2=NC1=C(N2)C=C(C(=C1)Cl)Cl)N1CCOCC1 3-(1-cyclopropyl-1H-pyrazol-4-yl)-N-((5,6-dichloro-1H-benzo[d]imidazol-2-yl)methyl)-6-morpholinoimidazo[1,2-b]pyridazin-8-amine